OCCCCOCC(=O)OC(C)(C)C tert-butyl (4-hydroxybutoxy)acetate